1-(6-(difluoromethyl)pyridin-3-yl)ethan-1-ol FC(C1=CC=C(C=N1)C(C)O)F